N-(1-(2-(((1H-pyrrolo[3,2-c]pyridin-2-yl)methyl)amino)-2-oxoethyl)-6-oxo-2-phenyl-1,6-dihydropyrimidin-5-yl)-2-(3-fluorophenyl)oxazole-4-carboxamide N1C(=CC=2C=NC=CC21)CNC(CN2C(=NC=C(C2=O)NC(=O)C=2N=C(OC2)C2=CC(=CC=C2)F)C2=CC=CC=C2)=O